FC=1C=C(C=CC1CN1C(=NC=C1)C)C1=C(SC(=C1)CC(C)C)S(=O)(=O)NC(OC)=O Methyl (3-(3-fluoro-4-((2-methyl-1H-imidazol-1-yl)methyl)phenyl)-5-isobutyl-thiophen-2-yl)sulfonylcarbamate